N-[(trans)-2-[(5-bromo-1-[[2-(trimethylsilyl)ethoxy]ethyl]pyrrolo[2,3-b]pyridin-6-yl)oxy]cyclopentyl]-4-methylbenzenesulfonamide BrC=1C=C2C(=NC1O[C@H]1[C@@H](CCC1)NS(=O)(=O)C1=CC=C(C=C1)C)N(C=C2)CCOCC[Si](C)(C)C